COCCOC1=CN=C(C(=N1)C(=O)N)O 6-(2-methoxyethoxy)-3-hydroxypyrazine-2-carboxamide